(S)-2-(4-bromophenyl)-1-(4-((5R,7S)-7-hydroxy-5-methyl-6,7-dihydro-5H-cyclopenta[d]pyrimidin-4-yl)piperazin-1-yl)-3-(tetrahydro-2H-pyran-4-ylamino)propan-1-one BrC1=CC=C(C=C1)[C@H](C(=O)N1CCN(CC1)C=1C2=C(N=CN1)[C@H](C[C@H]2C)O)CNC2CCOCC2